(R)-4-((1H-pyrazol-1-yl)methyl)-N-(2,6-dimethoxy-3-methylphenylsulfonimidoyl)-3-methoxybenzamide N1(N=CC=C1)CC1=C(C=C(C(=O)N[S@](=O)(=N)C2=C(C(=CC=C2OC)C)OC)C=C1)OC